NC1=C2C(=NC=N1)N(N=C2C2=NOC(=C2C2=NC=C(C=N2)OC2CN(C2)C(=O)OCC(=O)O)C2CC2)C21CC(C2)C1 2-((3-((2-(3-(4-amino-1-(bicyclo[1.1.1]pentan-1-yl)-1H-pyrazolo[3,4-d]pyrimidin-3-yl)-5-cyclopropylisoxazol-4-yl)pyrimidin-5-yl)oxy)azetidine-1-carbonyl)oxy)acetic acid